CC=1N(C=CN1)C[C@H]1CCC=2N3C4=C(C=CC=C4C2C1=O)CCC3 (10R)-10-[(2-methyl-1H-imidazol-1-yl)methyl]-5,6,9,10-tetrahydro-4H-pyrido(3,2,1-jk)carbazol-11-one